N-Benzoylglycin C(C1=CC=CC=C1)(=O)NCC(=O)O